The molecule is a member of the class of chromenes that is 2H-chromene substituted by geminal methyl groups at position 2, methoxy groups at positions 5 and 7 and a (3R)-3-methoxybutanoyl group at position 6. Isolated from the leaves of Mallotus apelta, it exhibits antineoplastic activity. It has a role as a metabolite and an antineoplastic agent. It is an aromatic ether, a member of chromenes and an aromatic ketone. C[C@H](CC(=O)C1=C(C=C2C(=C1OC)C=CC(O2)(C)C)OC)OC